OC1=CC=C(C=C1)C1=NC2=C3C(C=NCCN13)=CC=C2 1-(4-hydroxyphenyl)-8,9-dihydro-2,7,9a-triazabenzo[cd]Azulene